6-(3-(hydroxymethyl)isoxazol-5-yl)-4-methylpyridine-3-carbonitrile OCC1=NOC(=C1)C1=CC(=C(C=N1)C#N)C